1-(3,3-Difluoroazetidin-1-yl)-2-(2-phenyl-1,2,3,4-tetrahydroquinolin-6-yl)ethan-1-one FC1(CN(C1)C(CC=1C=C2CCC(NC2=CC1)C1=CC=CC=C1)=O)F